3-(3-chloro-1-(thiophen-2-yl)propoxy)benzaldehyde ClCCC(OC=1C=C(C=O)C=CC1)C=1SC=CC1